ClC=1C(=C(C(=O)N2CC=3C=C(C=NC3CC2)NC(C=C)=O)C(=CC1OC)O)C N-(6-(3-Chloro-6-hydroxy-4-methoxy-2-methylbenzoyl)-5,6,7,8-tetrahydro-1,6-naphthyridin-3-yl)acrylamide